(S)-3-(4-chloro-3-methoxyphenyl)-4-(5-(3,5-dimethylisoxazol-4-yl)-1-((trans)-4-(methoxy-d3)cyclohexyl)-1H-benzo[d]imidazol-2-yl)-1,3-oxazinan-2-one ClC1=C(C=C(C=C1)N1C(OCC[C@H]1C1=NC2=C(N1[C@@H]1CC[C@H](CC1)OC([2H])([2H])[2H])C=CC(=C2)C=2C(=NOC2C)C)=O)OC